C(CC(O)(C(=O)[O-])CC(=O)[O-])(=O)[O-].[Na+].[Na+].[Na+].C1(=CC=CC=C1)N1N=NC(C=C1)=O N-phenyl-triazinone TriSodium Citrate